FC1CN(CC12CCO2)C2=CC=NC=C2 8-fluoro-4-(1-oxa-6-azaspiro[3.4]octan-6-yl)pyridine